[Mn].[B].[Fe] iron-boron-manganese